C(C)N1C(CNC=2C1=NC(=CN2)C2=C(C=C(C(=C2)F)C2=NNC=N2)C)=O 1-ethyl-7-(5-fluoro-2-methyl-4-(1H-1,2,4-triazol-3-yl)phenyl)-3,4-dihydropyrazino[2,3-b]pyrazin-2(1H)-one